(4-Aminophenyl)(7-(trifluoromethyl)imidazo[1,2-a]pyridin-3-yl)methanone tert-butyl-5-((4-methoxybenzyl)amino)-2-azabicyclo[2.2.2]octane-2-carboxylate C(C)(C)(C)OC(=O)N1C2CC(C(C1)CC2)NCC2=CC=C(C=C2)OC.NC2=CC=C(C=C2)C(=O)C2=CN=C1N2C=CC(=C1)C(F)(F)F